tert-butyl 2-({1H,2H,3H-benzo[b]pyrrolizin-9-yl} carbonyl)-9,9-difluoro-2,7-diazaspiro[4.5]decane-7-carboxylate C1CCN2C3=C(C(=C12)C(=O)N1CC2(CC1)CN(CC(C2)(F)F)C(=O)OC(C)(C)C)C=CC=C3